3-((6-(2-chlorophenyl)-9,10-dihydro-8H-pyrido[1,6-a:2,3-d']dipyrimidin-2-yl)amino)pyridin-4-ol ClC1=C(C=CC=C1)C1=CC2=C(N=C(N=C2)NC=2C=NC=CC2O)N2C1=NCCC2